methyl 4-bromo-1-(2-((tert-butoxycarbonyl)amino)ethyl)-5-((4-chlorobenzyl) carbamoyl)-1H-pyrrole-2-carboxylate BrC=1C=C(N(C1C(NCC1=CC=C(C=C1)Cl)=O)CCNC(=O)OC(C)(C)C)C(=O)OC